3-(Piperidin-3-yl)-1H-indol-4-ol N1CC(CCC1)C1=CNC=2C=CC=C(C12)O